OC1(C2=CC=CC=C2C=2C=CC=CC12)C(=O)N[C@H](C(=O)N[C@H](C[C@@H]1C(NCC1)=O)C(C(=O)NC)=O)CC(C)C 9-hydroxy-N-((S)-4-methyl-1-(((R)-4-(methylamino)-3,4-dioxo-1-((R)-2-oxopyrrolidin-3-yl)butan-2-yl)amino)-1-oxopentan-2-yl)-9H-fluorene-9-carboxamide